6-chloro-1-(cyclopropylmethyl)-1H-pyrrolo[2,3-b]pyridine-2-carboxylic acid tert-butyl ester C(C)(C)(C)OC(=O)C1=CC=2C(=NC(=CC2)Cl)N1CC1CC1